C(\C=C\CC)C1C(CCC1)=O (E)-2-(pent-2-en-1-yl)cyclopentanone